4-((6-Bromo-3-fluoropyridin-2-yl)methyl)-2-(trifluoromethyl)piperidine-4-carboxylic acid methyl ester dihydrochloride Cl.Cl.COC(=O)C1(CC(NCC1)C(F)(F)F)CC1=NC(=CC=C1F)Br